ClC=1C(=C(C=CC1)NC(=O)NN=C(C1=CC=C(C=C1)N(S(=O)(=O)C)C)C1=CC=C(C=C1)Cl)C N-(3-Chloro-2-methylphenyl)-2-[(4-chlorophenyl)[4-[methyl(methyl-sulfonyl)amino]phenyl]methylene]-hydrazinecarboxamide